5-((benzyl-(butyl)amino)methyl)furan-2-carboxylic acid C(C1=CC=CC=C1)N(CCCC)CC1=CC=C(O1)C(=O)O